6-methyl-1,2,3,3',4,4'-hexahydro-[2,6'-biquinolin]-2'(1'H)-one CC=1C=C2CCC(NC2=CC1)C=1C=C2CCC(NC2=CC1)=O